diisobutyronium dilaurate C(CCCCCCCCCCC)(=O)[O-].C(CCCCCCCCCCC)(=O)[O-].CC(C)C(=[OH+])C(C)C.CC(C)C(=[OH+])C(C)C